2-((2-methylbenzo[d]thiazol-6-yl)methyl)tetrahydropyridazin CC=1SC2=C(N1)C=CC(=C2)CN2NCCCC2